O[C@H]1C[C@@H]2C(C[C@H]3[C@@H]4CC[C@H]([C@@H](CC(C)CC)C)[C@]4(CC[C@@H]3[C@]2(CC1)C)C)=O 3a-hydroxy-23-ethyl-5a-cholan-6-one